ClC=1C(=C(C=C(C1)Cl)C1=CC=C(C=C1)OC(C(=O)O)(C)C)NS(=O)(=O)C=1C=NC=C(C1)C 2-({3',5'-dichloro-2'-[(5-methylpyridine-3-sulfonyl)amino][1,1'-biphenyl]-4-yl}oxy)-2-methylpropanoic acid